5-chloro-N-(2-chloro-3-ethynylphenyl)-2-methoxypyridine-3-sulfonamide ClC=1C=C(C(=NC1)OC)S(=O)(=O)NC1=C(C(=CC=C1)C#C)Cl